C(CC1=CC=CC=C1)NC=1SC=CC1 N-phenethyl-thiolamine